[5-(difluoromethyl)-1,3,4-oxadiazol-2-yl]-1-ethyl-N-(1-methylcyclopropyl)-2-oxo-benzoimidazole-5-sulfonamide FC(C1=NN=C(O1)C1=C(C=CC=2N(C(NC21)=O)CC)S(=O)(=O)NC2(CC2)C)F